4-(4-((5-cyclopropyl-3-(2-(trifluoromethoxy)phenyl)isoxazol-4-yl)methoxy)-3,3-difluoropiperidin-1-yl)benzonitrile C1(CC1)C1=C(C(=NO1)C1=C(C=CC=C1)OC(F)(F)F)COC1C(CN(CC1)C1=CC=C(C#N)C=C1)(F)F